Thieno[3,2-B]Carbazole S1C=CC2=CC=3NC=4C=CC=CC4C3C=C21